FC(OC=1C=C2COC(C2=CC1)=O)F 5-(difluoromethoxy)-3H-isobenzofuran-1-one